(R)-2-hydroxybutanoic acid O[C@@H](C(=O)O)CC